NC[Si](OCC)(OCC)OCC (aminomethyl)(triethoxy)silane